NC1=C(C=CC=C1)NC(C(CN(C(OC(C)(C)C)=O)CCC=1OC2=C(C(=NC=C2)NCC2=NC=CC=C2F)N1)C)=O tert-butyl (3-((2-aminophenyl)amino)-2-methyl-3-oxopropyl)(2-(4-(((3-fluoropyridin-2-yl)methyl)amino)oxazolo[4,5-c]pyridin-2-yl)ethyl)carbamate